2-((3,4-dichlorophenyl)amino)-N-(1-methyl-3-(trifluoromethyl)-1H-pyrazol-5-yl)benzamide ClC=1C=C(C=CC1Cl)NC1=C(C(=O)NC2=CC(=NN2C)C(F)(F)F)C=CC=C1